4-(5-acetoxy-3-(1,3-dithiolan-2-yl)-2H-indazol-2-yl)phenyl acetate C(C)(=O)OC1=CC=C(C=C1)N1N=C2C=CC(=CC2=C1C1SCCS1)OC(C)=O